C(C)C(C=CC1=CC=CC=C1)O ethyl-cinnamyl alcohol